BrC1=CC=C2[C@@H](CCC(C2=C1)(O)CC1=NC(=NC(=C1CO)Cl)SC)C (4R)-7-bromo-1-((6-chloro-5-(hydroxymethyl)-2-(methylthio)pyrimidin-4-yl)methyl)-4-methyl-1,2,3,4-tetrahydronaphthalen-1-ol